O=C1N(CC2=CC(=CC=C12)O[C@H]1[C@H](CCC1)N1CC(C1)OCC(F)(F)F)C1C(NC(CC1)=O)=O 3-(1-oxo-5-(((1R,2S)-2-(3-(2,2,2-trifluoroethoxy)azetidin-1-yl)cyclopentyl)oxy)isoindolin-2-yl)piperidine-2,6-dione